[Cl-].C(C=C)(=O)OCCC[N+](C)(C)CC1=CC=CC=C1 acryloyloxypropylbenzyldimethyl-ammonium chloride